(R)-1-benzyl-N-(2-cyclopropyl-4-methyl-5-oxo-5,6,7,8-tetrahydro-4H-pyrazolo[1,5-a][1,3]diazepin-6-yl)-1H-1,2,3-triazole-4-carboxamide C(C1=CC=CC=C1)N1N=NC(=C1)C(=O)N[C@H]1C(N(C=2N(CC1)N=C(C2)C2CC2)C)=O